(E)-3-(((2R,3R)-3-butyl-2-fluoro-7-(methylthio)-1,1-dioxido-5-phenyl-2,3,4,5-tetrahydrobenzo[b][1,4]thiazepin-8-yl)oxy)acrylic acid C(CCC)[C@@H]1CN(C2=C(S([C@H]1F)(=O)=O)C=C(C(=C2)SC)O/C=C/C(=O)O)C2=CC=CC=C2